NC1CCC(CC1)CN1CC(CC1)CNC(=O)C1CCN(CC1)C1=NC(=NO1)C1=CC=C(C=C1)OC N-((1-(((1s,4s)-4-Aminocyclohexyl)methyl)pyrrolidin-3-yl)methyl)-1-(3-(4-Methoxyphenyl)-1,2,4-oxadiazol-5-yl)piperidin-4-carboxamid